(7S)-3-cyclopropyl-9-(2,6-difluorophenyl)-7-methyl-16-thia-2,4,5,8-tetraazatetracyclo[8.6.0.02,6.011,15]hexadeca-1(10),3,5,8,11(15)-penta-ene-13-carbaldehyde C1(CC1)C=1N2C=3SC=4CC(CC4C3C(=N[C@H](C2=NN1)C)C1=C(C=CC=C1F)F)C=O